NC1CN(CC(C1)C1CC1)C1=CC=C(C=2N=CC=NC12)C#N 8-(3-amino-5-cyclopropyl-piperidin-1-yl)quinoxaline-5-carbonitrile